FC1=CC2=C(C(=NO2)C2CCN(CC2)CCCOC2CN3C(CCC4=CC=CC2=C34)=O)C=C1 (3-(4-(6-Fluorobenzo[d]isoxazol-3-yl)piperidin-1-yl)propoxy)-5,6-dihydro-1H-pyrrolo[3,2,1-ij]quinolin-4(2H)-one